C(C)OC(C(CC(COC)=C=O)=C=O)=O.BrC1=C(C=C(NC2=NN(C=C2C(=O)N)[C@@H]2COCC[C@H]2C#N)C=C1CO)Cl 3-[4-bromo-3-chloro-5-(hydroxymethyl)anilino]-1-(trans-4-cyanotetrahydro-2H-pyran-3-yl)pyrazole-4-carboxamide Ethyl-5-methoxy-2,4-dicarbonylpentanoate